N-(2-fluoro-4-(2-(methylthio)-5-oxopyrido[4,3-d]pyrimidin-6(5H)-yl)phenyl)-1-(4-fluorophenyl)methanesulfonamide FC1=C(C=CC(=C1)N1C(C2=C(N=C(N=C2)SC)C=C1)=O)NS(=O)(=O)CC1=CC=C(C=C1)F